1-(benzo[d]isothiazol-3-yl)-N-(5-chloro-6-(2H-1,2,3-triazol-2-yl)pyridin-3-yl)-5-(trifluoromethyl)-1H-pyrazole-4-carboxamide S1N=C(C2=C1C=CC=C2)N2N=CC(=C2C(F)(F)F)C(=O)NC=2C=NC(=C(C2)Cl)N2N=CC=N2